OCCCCCCCCCCCC(=O)O 12-Hydroxy-dodecanoic acid